BrC=1C=CC(=C(C(=O)OC)C1)C(Br)Br methyl 5-bromo-2-(dibromomethyl)benzoate